4-iodo-5,6-dimethyl-1H-benzimidazole IC1=C(C(=CC=2NC=NC21)C)C